tert-butyl (S)-4-(4-((4-chloro-5-(trifluoromethyl)pyrimidin-2-yl)amino)-3-cyclopropylphenyl)-2-methylpiperazine-1-carboxylate ClC1=NC(=NC=C1C(F)(F)F)NC1=C(C=C(C=C1)N1C[C@@H](N(CC1)C(=O)OC(C)(C)C)C)C1CC1